C1(CCCCC1)CC1OC(CC(O1)(C)C)C 2-(cyclohexylmethyl)-4,4,6-trimethyl-1,3-dioxane